FC(C=1N=C(OC1)CC1CC2(CN(C2)C(=O)N2C[C@H]3[C@H](OCC(N3)=O)CC2)C1)(F)F (4aS,8aR)-6-[6-[[4-(trifluoromethyl)oxazol-2-yl]methyl]-2-azaspiro[3.3]heptane-2-carbonyl]-4,4a,5,7,8,8a-hexahydropyrido[4,3-b][1,4]oxazin-3-one